ethyl ((2,6-dihydroxy-5'-methyl-4-pentyl-2'-(prop-1-en-2-yl)-[1,1'-biphenyl]-3-yl)methyl)carbamate OC1=C(C(=CC(=C1CNC(OCC)=O)CCCCC)O)C1=C(C=CC(=C1)C)C(=C)C